N-({5-(difluoromethyl)-6-[(3-isoxazolyl)methoxy]-2-indolyl}methyl)1-methylcyclopropanecarboxamide FC(C=1C=C2C=C(NC2=CC1OCC1=NOC=C1)CNC(=O)C1(CC1)C)F